3-((6-(2-Hydroxy-6-methyl-4-(trifluoromethyl)phenyl)pyridazin-3-yl)methyl)oxazolidin-2-one OC1=C(C(=CC(=C1)C(F)(F)F)C)C1=CC=C(N=N1)CN1C(OCC1)=O